O(C1=CC=CC=C1)CC1=NC(=CC2=CC=CC=C12)C1=CC=C(C=C1)C 1-(phenoxymethyl)-3-(p-tolyl)isoquinoline